C1[C@@H]([C@H](OC2=CC(=CC(=C21)O)O)C3=CC=C(C=C3)O)O The molecule is a tetrahydroxyflavan that is (2S)-flavan substituted by hydroxy groups at positions 3, 5, 7 and 4' respectively. It has a role as a plant metabolite and an EC 3.2.1.20 (alpha-glucosidase) inhibitor. It is a tetrahydroxyflavan and a catechin. It derives from a hydride of a (2S)-flavan.